[Mg].O[C@@H](C(=O)N[C@@H]1C[C@@H](CC1)O)C (R)-2-hydroxy-N-((1S,3R)-3-hydroxycyclopentyl)propanamide Magnesium